(1R,3S)-3-{5-[5-(4-formylpyridin-3-yl)-2-methylpyrazole-3-amido]-2H-pyrazol-3-yl}cyclopentyl N-isopropylcarbamate C(C)(C)NC(O[C@H]1C[C@H](CC1)C=1NN=C(C1)NC(=O)C=1N(N=C(C1)C=1C=NC=CC1C=O)C)=O